3-(6-amino-5-carbamoyl-4'-sulfamoyl-[1,1'-biphenyl]-3-yl)prop-2-yn-1-yl-2-bromobenzoate NC1=C(C=C(C=C1C1=CC=C(C=C1)S(N)(=O)=O)C#CCOC(C1=C(C=CC=C1)Br)=O)C(N)=O